5-(difluoromethyl)thiazol-2-amine FC(C1=CN=C(S1)N)F